(S)-TERT-BUTYL 5'-CHLORO-5-(((1R,2R)-2-FORMYLCYCLOBUTYL)METHYL)-2',3',4,5-TETRAHYDRO-2H-SPIRO[BENZO[B][1,4]OXAZEPINE-3,1'-INDENE]-7-CARBOXYLATE ClC=1C=C2CC[C@]3(C2=CC1)CN(C1=C(OC3)C=CC(=C1)C(=O)OC(C)(C)C)C[C@H]1[C@@H](CC1)C=O